N-(3-chloro-2-fluorophenylmethyl)-2-((4-hydroxybutan-2-yl)amino)acetamide ClC=1C(=C(C=CC1)CNC(CNC(C)CCO)=O)F